hydroxypropyl (3-hydroxypropyl) phosphate P(=O)(OCCCO)(OCCCO)[O-]